C(C1=CC=CC=C1)SC1=C(C=CC=C1)N(C(C)=O)CC1=CC=C2C=CC(=NC2=C1)NC(OC(C)(C)C)=O tert-butyl N-[7-({N-[2-(benzylsulfanyl)phenyl]acetamido}methyl)quinolin-2-yl]carbamate